ClC1=C(C=NC=C1C=1C=C2CCC(N(C2=CC1)C)=O)CN[S@](=O)C(C)(C)C (R)-2-methyl-propane-2-sulfinic acid [4-chloro-5-(1-methyl-2-oxo-1,2,3,4-tetrahydro-quinolin-6-yl)-pyridin-3-ylmethyl]-amide